O(S(=O)(=O)C(F)(F)F)C1=C(C(NC2=CC=C(C=C12)CCCCCC)=O)C 6-hexyl-3-methyl-2-oxo-1,2-dihydroquinolin-4-yl triflate